C(C)(C)(C)OC(=O)N1C(C2(COCC(N2)=O)CCC1)COC1CCC(CC1)=O.NCCNCCC[Si](OCC)(OCC)OCC N-(beta-aminoethyl)-gamma-aminopropyltri(ethyloxy)silane tert-butyl-2-oxo-7-{[(4-oxocyclohexyl)oxy]methyl}-4-oxa-1,8-diazaspiro[5.5]undecane-8-carboxylate